cyclopropyl(5-(4-hydroxyphenyl)thiophene-3-yl)methanone C1(CC1)C(=O)C1=CSC(=C1)C1=CC=C(C=C1)O